NC(CC=1C(=NC=CC1)C(=O)O)C(=O)O (2-amino-2-carboxyethyl)picolinic acid